COC(=O)C=1C=2N(C=CC1C=1C=NN(C1C)CC13CC4CC(CC(C1)C4)C3)C(=CN2)C=2C=NC(=NC2)NC=2SC3=C(N2)C=CC=C3 7-(1-(adamantan-1-ylmethyl)-5-methyl-1H-pyrazol-4-yl)-3-(2-(benzo[d]thiazol-2-ylamino)pyrimidin-5-yl)imidazo[1,2-a]pyridine-8-carboxylic acid methyl ester